[C@H]12C(=CC[C@H](C1(C)C)C2)C (-)-Alpha-Pinen